C1(CC1)CN1C(N(C(C1=O)=O)CC1=NC(=NO1)CC(=O)N(C1=C(C=CC=C1)OC)CC1CN(CCO1)C(CO)=O)=O (5-((3-(cyclopropylmethyl)-2,4,5-trioxoimidazolidin-1-yl)methyl)-1,2,4-oxadiazol-3-yl)-N-((4-(2-hydroxyacetyl)morpholin-2-yl)methyl)-N-(2-methoxyphenyl)acetamide